The molecule is an organosulfate oxoanion that is the conjugate base of 7-methyloctyl hydrogen sulfate. It has been isolated from Daphnia pulex and has been shown to cause morphological changes in the green alga Scenedesmus gutwinskii. It has a role as a kairomone and a Daphnia pulex metabolite. It is a conjugate base of a 7-methyloctyl hydrogen sulfate. CC(C)CCCCCCOS(=O)(=O)[O-]